O1COCC2=C1C=CC=C2C=2N=NSC2 4-(benzo[d][1,3]dioxan-5-yl)-1,2,3-thiadiazole